C(#N)[C@@H](C)N(C(=O)C1=NN(C=2N(C([C@H]([C@H](C21)C2=CC=C(C=C2)F)NC(C2=CC(=CC=C2)C(F)(F)F)=O)=O)CC)C2=CC=CC=C2)C |o1:2| (4S,5S)-N-((R*)-1-cyanoethyl)-7-ethyl-4-(4-fluorophenyl)-N-methyl-6-oxo-1-phenyl-5-(3-(trifluoromethyl)benzamido)-4,5,6,7-tetrahydro-1H-pyrazolo[3,4-b]pyridine-3-carboxamide